4-chloro-6-(methoxycarbonyl)-7-methylspiro[1,3-benzodioxole-2,1'-cyclohexane]-4'-carboxylic acid ClC1=CC(=C(C=2OC3(CCC(CC3)C(=O)O)OC21)C)C(=O)OC